7-fluoro-4-isopropyl-2-(3-methylpyridin-4-yl)isoquinolin-1(2H)-one FC1=CC=C2C(=CN(C(C2=C1)=O)C1=C(C=NC=C1)C)C(C)C